C(C)(C)(C)C1=NOC(=N1)C(=O)NCC1=C(C=C(C=C1)C1=NC=NN2C1=CC(=C2)N2C[C@@H](OCC2)C)C (S)-3-(tert-butyl)-N-(2-methyl-4-(6-(2-methylmorpholino)pyrrolo[2,1-f][1,2,4]triazin-4-yl)benzyl)-1,2,4-oxadiazole-5-carboxamide